2-(morpholin-4-yl)dodecanoic acid N1(CCOCC1)C(C(=O)O)CCCCCCCCCC